ClC1=CC(=C(C(=O)N2C[C@H](N(CC2)C=2C=CC(=NC2OCCNC)C=2C(=NC=CC2)OCC)CC)C=C1)C(F)(F)F [2-({5-[(2R)-4-[4-chloro-2-(trifluoromethyl)benzoyl]-2-ethylpiperazin-1-yl]-2'-ethoxy-[2,3'-bipyridin]-6-yl}oxy)ethyl](methyl)amine